2,2'-bis(trifluoromethoxy)-4,4'-diaminobiphenyl FC(OC1=C(C=CC(=C1)N)C1=C(C=C(C=C1)N)OC(F)(F)F)(F)F